C[C@]12CC[C@@H]3[C@@]([C@@H]2CCCO1)(CCCC3(C)C)C (4aR,6aS,10aS,10bS)-4a,7,7,10a-tetramethyldodecahydro-1H-benzo[f]chromene